(3r,5r)-4-(3-fluoro-5-methoxyphenyl)-3,5-dimethylpiperazine-1-carboxylic acid tert-butyl ester C(C)(C)(C)OC(=O)N1C[C@H](N([C@@H](C1)C)C1=CC(=CC(=C1)OC)F)C